OC1=CC=C(C=C1)C(C(CC)CC)C1=CC=C(C=C1)O 1,1-Bis(4-hydroxyphenyl)-2-ethylbutane